2-({[(1,1-dimethylethyl)oxy]carbonyl}amino)cyclopentanecarboxylic acid CC(C)(C)OC(=O)NC1C(CCC1)C(=O)O